ClC=1C=C(CNC2=NC(=NC3=CC=C(C=C23)C=2C(=NOC2C)C)NC(CC)O)C=CC1 ((4-((3-chlorobenzyl)amino)-6-(3,5-dimethylisoxazol-4-yl)quinazolin-2-Yl)amino)propan-1-ol